ClC=1C(=CC(=C(N)C1)F)C1=C(C=2C(=NON2)C=C1)F 5-chloro-2-fluoro-4-(4-fluorobenzo[c][1,2,5]oxadiazol-5-yl)aniline